palmitoylhomocysteine C(CCCCCCCCCCCCCCC)(=O)N[C@@H](CCS)C(=O)O